6-cyclopropyl-4-[7-fluoro-2-(oxetan-2-yl)indazol-4-yl]-3-pyridin-1-ium-1-yl-1H-1,7-phenanthroline-2-one C1(CC1)C=1C=C2C(=C(C(NC2=C2C=CC=NC12)=O)[N+]1=CC=CC=C1)C=1C2=CN(N=C2C(=CC1)F)C1OCC1